ClC1=C(C(=C(C(=C1)OC1(CC1)C)C#N)I)F 4-chloro-3-fluoro-2-iodo-6-[(methylcyclopropyl)oxy]benzene-1-carbonitrile